1,2,3,4-tetrahydroquinazoline-7-carboxylate N1CNCC2=CC=C(C=C12)C(=O)[O-]